ClC=1C=C(C=CC1C)NC(=O)NCC=1C=C2CN(C(C2=C(C1)OC)=O)C1C(NC(CC1)=O)=O 1-(3-chloro-4-methylphenyl)-3-((2-(2,6-dioxopiperidin-3-yl)-7-methoxy-1-oxoisoindolin-5-yl)methyl)urea